trans-(1r,4r)-4-((5-chloro-4-(3-(2-oxo-1,2-dihydropyridin-3-yl)phenyl)pyrimidin-2-yl)amino)-N-methylcyclohexane-1-carboxamide ClC=1C(=NC(=NC1)N[C@@H]1CC[C@H](CC1)C(=O)NC)C1=CC(=CC=C1)C=1C(NC=CC1)=O